4-[3-[(1R)-1-[[5-[(1R,5s)-8-(cyclopropylmethyl)-3,8-diazabicyclo[3.2.1]oct-3-yl]-2-methyl-benzoyl]amino]ethyl]-5-methoxy-phenyl]-1-methyl-pyrrole-2-carboxylic acid C1(CC1)CN1[C@H]2CN(C[C@@H]1CC2)C=2C=CC(=C(C(=O)N[C@H](C)C=1C=C(C=C(C1)OC)C=1C=C(N(C1)C)C(=O)O)C2)C